(S)-2-Cyclopropyl-5-[1-(2-difluoromethyl-6-fluoro-phenyl)-piperidin-4-yl]-4-methyl-7-(2-trifluoromethyl-benzyl)-2,4,5,7-tetrahydro-pyrazolo[3,4-d]pyrimidin-6-on C1(CC1)N1N=C2N(C(N([C@H](C2=C1)C)C1CCN(CC1)C1=C(C=CC=C1F)C(F)F)=O)CC1=C(C=CC=C1)C(F)(F)F